CC=1N=C2N(C=C(C=C2)C=2SC3=C(N2)SC(=C3)C3CCNCC3)C1 4-(2-{2-methylimidazo[1,2-a]pyridin-6-yl}thieno[2,3-d][1,3]thiazol-5-yl)piperidine